5-[4-(4-fluoropyrazolo[1,5-a]pyridin-2-yl)-1-tetrahydropyran-2-yl-6,7-dihydro-4H-imidazo[4,5-c]pyridin-5-yl]pyrazin-2-amine FC=1C=2N(C=CC1)N=C(C2)C2N(CCC1=C2N=CN1C1OCCCC1)C=1N=CC(=NC1)N